4-amino-2-{[(1S,2S,3R,4S,6R)-4,6-diamino-3-{[(2R,3R,5S,6R)-3-amino-6-(aminomethyl)-5-hydroxyoxan-2-yl]oxy}-2-hydroxycyclohexyl]oxy}-6-(hydroxymethyl)oxane-3,5-diol NC1C(C(OC(C1O)CO)O[C@@H]1[C@H]([C@@H]([C@H](C[C@H]1N)N)O[C@H]1O[C@@H]([C@H](C[C@H]1N)O)CN)O)O